5-(1H-pyrazol-1-yl)pentanoic acid N1(N=CC=C1)CCCCC(=O)O